3-N-((S)-2,2-dicyclopropyl-1-(5-(((S)-2-oxo-4-(trifluoromethyl)imidazolidin-1-yl)methyl)benzo[d]oxazol-2-yl)ethyl)-1-isopropyl-1H-imidazole-2-carboxamide C1(CC1)C([C@@H](C=1OC2=C(N1)C=C(C=C2)CN2C(N[C@@H](C2)C(F)(F)F)=O)N2C(N(C=C2)C(C)C)C(=O)N)C2CC2